1-(4-(5-(pyridin-2-yl)-4,5-dihydro-isoxazol-3-yl)benzyl)azetidine-3-carboxylic acid sodium salt [Na+].N1=C(C=CC=C1)C1CC(=NO1)C1=CC=C(CN2CC(C2)C(=O)[O-])C=C1